4-(1-((3,6-difluoro-4-oxo-4,5-dihydropyrrolo[1,2-a]quinoxalin-7-yl)methyl)-1,2,3,6-tetrahydropyridin-4-yl)-2-fluoro-N-methylbenzamide FC=1C=CN2C1C(NC1=C(C(=CC=C21)CN2CCC(=CC2)C2=CC(=C(C(=O)NC)C=C2)F)F)=O